OCC(CCCCCCCCCCCC)O 1,2-dihydroxytetradecane